C1(CC1)NC(C1=C(C=C(C=C1OC)C1=CN=C2N1C=CC(=C2)C(C)(C2CCOCC2)O)OC(F)F)=O N-cyclopropyl-2-(difluoromethoxy)-4-[7-(1-hydroxy-1-tetrahydropyran-4-yl-ethyl)imidazo[1,2-a]pyridin-3-yl]-6-methoxy-benzamide